FC=1C=C(C=C(C1)F)[C@@H]1N(OCC1)C1=CC(=NC=N1)NC=1C(=CC(=C(C1)NC(\C=C\CN(C)C)=O)OCCC(C)(C)OC)OC N-(5-((6-((R)-3-(3,5-difluorophenyl)isoxazolidine-2-yl)pyrimidine-4-yl)amino)-4-methoxy-2-(3-methoxy-3-methylbutoxy)phenyl)-(E)-4-(dimethylamino)but-2-enamide